ethyl 4-chloro-1-oxido-quinoline-3-carboxylate ClC1=C(C=[N+](C2=CC=CC=C12)[O-])C(=O)OCC